CC1=CC(=NN1)NC1=NC(=NC(=C1)S(=O)(=O)C)NC1CC2CCC(C1)N2CCC#N 3-((3-Exo)-3-((4-((5-methyl-1H-pyrazol-3-yl)amino)-6-(methylsulfonyl)pyrimidin-2-yl)amino)-8-azabicyclo[3.2.1]oct-8-yl)propionitrile